dithieno[3,2-b:2',3'-d]thiophene-2-thiol S1C(=CC2=C1C1=C(S2)C=CS1)S